ClC1=NC(=NC(=C1F)Cl)SC 4,6-dichloro-5-fluoro-2-methylsulfanyl-pyrimidine